FS(=O)(=O)[O-].[SH3+] sulfonium fluorosulfonate salt